C(#N)C=1C=CC=C2C(=CNC12)C=1N=C(C(=NC1)OC1C(CN(C1)C(=O)OC(C)(C)C)(F)F)C tert-butyl 4-[[5-(7-cyano-1H-indol-3-yl)-3-methylpyrazin-2-yl]oxy]-3,3-difluoropyrrolidine-1-carboxylate